NC=1C2=CC=CC=C2C=2C=CC=CC2C1C#CC1=C(C=CC=C1)F 9-amino-10-(2-fluorophenylethynyl)phenanthrene